1-ethyl-3,4-diphenylpyrrole-2,5-dione C(C)N1C(C(=C(C1=O)C1=CC=CC=C1)C1=CC=CC=C1)=O